(pyridin-4-yl)cyclopropane-1-carboxylic acid N1=CC=C(C=C1)C1(CC1)C(=O)O